(2R,5S)-3-(4-amino-3-chlorophenethyl)-2-(1-(4-bromophenyl)-3-(4-fluorophenyl)-1H-pyrazol-4-yl)-5-methyloxazolidin-4-one NC1=C(C=C(CCN2[C@H](O[C@H](C2=O)C)C=2C(=NN(C2)C2=CC=C(C=C2)Br)C2=CC=C(C=C2)F)C=C1)Cl